C(#N)C1=CC(=C(COC2=CC=CC(=N2)C23CCN(CC3C2)CC2=NC3=C(N2C[C@H]2OCC2)C=C(C=C3)C(=O)OC)C=C1)F methyl 2-((6-(6-((4-cyano-2-fluorobenzyl)oxy)pyridin-2-yl)-3-azabicyclo[4.1.0]heptan-3-yl)methyl)-1-(((S)-oxetan-2-yl)methyl)-1H-benzo[d]imidazole-6-carboxylate